1,3-dioxoisoindolin-2-yl (1S,3R)-3-((tert-butoxycarbonyl)amino)cyclopentane-1-carboxylate C(C)(C)(C)OC(=O)N[C@H]1C[C@H](CC1)C(=O)ON1C(C2=CC=CC=C2C1=O)=O